2,2'-dichloro-3'-(5-(((2-hydroxyethyl)amino)methyl)-6-methoxypyridin-2-yl)-[1,1'-biphenyl] ClC1=C(C=CC=C1)C1=C(C(=CC=C1)C1=NC(=C(C=C1)CNCCO)OC)Cl